5-[[(2S,3r,4r,5s)-3-(3,4-difluoro-2-methoxy-phenyl)-4,5-dimethyl-5-(trifluoromethyl)tetrahydrofuran-2-carbonyl]amino]pyridine-3-carboxamide FC=1C(=C(C=CC1F)[C@@H]1[C@H](O[C@@]([C@@H]1C)(C(F)(F)F)C)C(=O)NC=1C=C(C=NC1)C(=O)N)OC